4-bromo-3-(bromomethyl)-1-methyl-1H-pyrazole-5-formamide BrC=1C(=NN(C1C(=O)N)C)CBr